ClC1=CC(=C(C=N1)S(=O)(=O)Cl)C1=C(C=CC(=C1)OC)Cl 6-chloro-4-(2-chloro-5-methoxyphenyl)pyridine-3-sulfonyl chloride